4-((1H-benzo[d]imidazol-2(3H)-ylidene)amino)-N-(4-((1H-benzo[d]imidazol-2(3H)-ylidene)amino)-2-chlorophenyl)-3-chlorobenzamide N1C(NC2=C1C=CC=C2)=NC2=C(C=C(C(=O)NC1=C(C=C(C=C1)N=C1NC3=C(N1)C=CC=C3)Cl)C=C2)Cl